Cl.C(C)N1CCN(CC1)C1=CC(=NC(=N1)C)NC=1SC(=CN1)C=1C=NC=NC1 [6-(4-Ethyl-piperazin-1-yl)-2-methyl-pyrimidin-4-yl]-(5-pyrimidin-5-yl-thiazol-2-yl)-amine hydrochloride salt